C(CCC)S(=O)(=O)N1CCC(CC1)N(C(=O)C=1N=CC2=CC=CC=C2C1)C1CCC2=CC=CC=C12 N-(1-(butylsulfonyl)piperidin-4-yl)-N-(2,3-dihydro-1H-inden-1-yl)isoquinoline-3-carboxamide